ClC1=CC=C(C(=N1)F)C=1CSC2=CC(=CC=C2C1C1=CC=C(C=C1)O[C@@H]1CN(CC1)CCCF)O 3-(6-chloro-2-fluoro-3-pyridinyl)-4-[4-[(3S)-1-(3-fluoropropyl)pyrrolidin-3-yl]oxyphenyl]-2H-thiochromen-7-ol